2-(3-(2-(2-methoxyphenyl)acetamido)benzamido)benzoic acid COC1=C(C=CC=C1)CC(=O)NC=1C=C(C(=O)NC2=C(C(=O)O)C=CC=C2)C=CC1